(R)-3-((1-(2-(5-fluoroisoindolin-2-yl)-3-methyl-4-oxo-3,4-dihydroquinazolin-8-yl)ethyl)amino)-N-(methylsulfonyl)picolinamide FC=1C=C2CN(CC2=CC1)C1=NC2=C(C=CC=C2C(N1C)=O)[C@@H](C)NC=1C(=NC=CC1)C(=O)NS(=O)(=O)C